[2,2'-bipyridin]-5-ylboronic acid N1=C(C=CC(=C1)B(O)O)C1=NC=CC=C1